N-(4-(5-(1-acryloyl-5,5-difluoropiperidin-3-yl)-1,2,4-oxadiazol-3-yl)-2-fluorophenyl)-6-(4-chloro-1H-pyrazol-5-yl)picolinamide C(C=C)(=O)N1CC(CC(C1)(F)F)C1=NC(=NO1)C1=CC(=C(C=C1)NC(C1=NC(=CC=C1)C1=C(C=NN1)Cl)=O)F